(4-(methoxymethylene)cyclohexyl)trimethylsilane COC=C1CCC(CC1)[Si](C)(C)C